C(C1=CC=CC=C1)N1CCN(CC1)C1=NC(=NC(=N1)NCC1CCCCC1)NCC=1C=NC=CC1 6-(4-benzylpiperazin-1-yl)-N2-cyclohexylmethyl-N4-pyridin-3-ylmethyl-1,3,5-triazine-2,4-diamine